NC=1SC2=C(N1)C=CC(=C2)OC(F)(F)F amino-6-trifluoromethoxy-benzothiazole